7-Methoxy-N-(pyrido[3,2-d]pyrimidin-4-yl)-2-(tetrahydro-2H-pyran-4-yl)imidazo[1,2-a]pyridine-6-carboxamide COC1=CC=2N(C=C1C(=O)NC=1C3=C(N=CN1)C=CC=N3)C=C(N2)C2CCOCC2